N-[4-(3-chlorophenoxy)-3-sulfamoylphenyl]-2-(4-chlorophenyl)acetamide ClC=1C=C(OC2=C(C=C(C=C2)NC(CC2=CC=C(C=C2)Cl)=O)S(N)(=O)=O)C=CC1